2,2'-diaminodiethyl ether C(COCCN)N